FC1=C(OC2=C(C=C(C(=C2)OC)NS(=O)(=O)CC)C2=CC(=[N+](C(=C2)C)[O-])C)C=CC(=C1)F 4-(2-(2,4-difluorophenoxy)-5-(ethylsulfonylamino)-4-methoxyphenyl)-2,6-dimethylpyridine 1-oxide